tert-Butyl (2RS,4R)-2-(3-ethoxy-3-oxo-propanoyl)-4-fluoro-pyrrolidine-1-carboxylate C(C)OC(CC(=O)[C@@H]1N(C[C@@H](C1)F)C(=O)OC(C)(C)C)=O |&1:7|